C(C)(C)C1=C(NC2=CC=C(C=C12)OCC1CCN(CC1)C)C1=CC(=NC=C1)C 3-isopropyl-5-((1-methylpiperidin-4-yl)methoxy)-2-(2-methylpyridin-4-yl)-1H-indole